3-(methyl-(4-(5-(trifluoromethyl)-1,2,4-oxadiazol-3-yl)benzyl)amino)-4-(methyl(pyridin-3-ylmethyl)amino)cyclobut-3-ene-1,2-dione CN(C=1C(C(C1N(CC=1C=NC=CC1)C)=O)=O)CC1=CC=C(C=C1)C1=NOC(=N1)C(F)(F)F